4-(2-((8-(2H-tetrazol-5-yl)benzo[c][2,6]naphthyridin-5-yl)oxy)ethoxy)-N-(3,5-difluoro-4-(trifluoromethoxy)benzyl)butan-1-amine N=1NN=NC1C=1C=CC2=C(N=C(C3=CC=NC=C23)OCCOCCCCNCC2=CC(=C(C(=C2)F)OC(F)(F)F)F)C1